BrC1=C(C=CC(=N1)C(=O)OC)C(F)(F)F methyl 6-bromo-5-(trifluoromethyl)pyridine-2-carboxylate